C1CN(C1=O)[C@@H]([C@@H](CCN=C(N)N)O)C(=O)O The molecule is a member of guanidines, a L-arginine derivative, a beta-lactam, a monocarboxylic acid and a secondary alcohol. It derives from a proclavaminic acid. It is a tautomer of an amidinoproclavaminic acid zwitterion.